[3-[5-bromo-2-[2-[(1S)-1-methoxyethyl]-3-pyridinyl]-1H-indol-3-yl]-2,2-dimethyl-propoxy]-tert-butyl-diphenyl-silane BrC=1C=C2C(=C(NC2=CC1)C=1C(=NC=CC1)[C@H](C)OC)CC(CO[Si](C1=CC=CC=C1)(C1=CC=CC=C1)C(C)(C)C)(C)C